N-(6-chloropyridin-3-yl)-6-(3-(methylthio)propoxy)isoquinolin-1-amine ClC1=CC=C(C=N1)NC1=NC=CC2=CC(=CC=C12)OCCCSC